C(C)(C)(CC)OOC(C)(C)CC Di-tert-Amylperoxid